4,4,4-trifluorobutyl benzenesulfonate C1(=CC=CC=C1)S(=O)(=O)OCCCC(F)(F)F